NC([C@H](CCC(=O)O)N1C(C2=CC=C(C=C2C1)O[C@H]1CN(C[C@@H]1OC1COC1)CC=1C=C2C=CC(=NC2=C(C1)F)C1CCOCC1)=O)=O |o1:18,22| (S)-5-amino-4-(5-(((3S*,4S*)-1-((8-fluoro-2-(tetrahydro-2H-pyran-4-yl)quinolin-6-yl)methyl)-4-(oxetan-3-yloxy)pyrrolidin-3-yl)oxy)-1-oxoisoindolin-2-yl)-5-oxopentanoic Acid